5-(3,4-Dimethoxyphenyl)-3-(4-methoxyphenyl)isoxazole COC=1C=C(C=CC1OC)C1=CC(=NO1)C1=CC=C(C=C1)OC